C(CCCCCC=CCCCCCCCCCC)(=O)[O-].[Zn+2].C(CCCCCC=CCCCCCCCCCC)(=O)[O-] zinc 7-octadecenate